CC1=CC=C(C=C1)S(=O)(=O)C2=CC=C(C=C2)C 4,4'-dimethyldiphenylsulfone